benzyl (1-(2-(1-(4-amino-2-fluoro-5-methoxyphenyl)piperidin-4-yl)ethyl)piperidin-4-yl)carbamate NC1=CC(=C(C=C1OC)N1CCC(CC1)CCN1CCC(CC1)NC(OCC1=CC=CC=C1)=O)F